4-[6-[5-(6-methyl-2-pyridyl)-1H-imidazol-4-yl]-3-quinolyl]benzoic acid CC1=CC=CC(=N1)C1=C(N=CN1)C=1C=C2C=C(C=NC2=CC1)C1=CC=C(C(=O)O)C=C1